BrCC(=O)NC1=CC=C(C=C1)C(C[N+](=O)[O-])C1=C(NC2=CC=CC=C12)C1=CC=CC=C1 2-bromo-N-(4-(2-nitro-1-(2-phenyl-1H-indol-3-yl)ethyl)phenyl)acetamide